Cl.NC1CCC(CC1)(O)CS(=O)(=O)C Cis-4-amino-1-[(methylsulfonyl)methyl]cyclohexanol hydrochloride